C(C)(=O)[O-].NC1=NC=C(C=N1)C1=C(NC2=C(C=CC=C12)[C@H](C)N1C(OC2(CC(C2)C[NH3+])C1)=O)C(=O)O ((2S,4r)-7-((S)-1-(3-(2-aminopyrimidin-5-yl)-2-carboxy-1H-indol-7-yl)ethyl)-6-oxo-5-oxa-7-azaspiro[3.4]octan-2-yl)methanaminium acetate